3-[(4-Chlorophenyl)amino]-4-{[2-(thiophen-2-yl)ethyl]amino}cyclobut-3-ene-1,2-dione ClC1=CC=C(C=C1)NC=1C(C(C1NCCC=1SC=CC1)=O)=O